[N+](=O)([O-])C=1C(=NC(=CC1)C1=CC=CC=C1)NC1=CC=C(C=C1)NC(=O)N1CCC(CC1)C(=O)OC methyl 1-[[4-[(3-nitro-6-phenyl-2-pyridyl)amino]phenyl]carbamoyl]piperidine-4-carboxylate